N-(3-aminopropyl)-4-[[3-(4-chloro-2,3-difluorophenyl)imidazo[1,2-a]pyrazin-8-yl]amino]-2-ethylbenzamide NCCCNC(C1=C(C=C(C=C1)NC=1C=2N(C=CN1)C(=CN2)C2=C(C(=C(C=C2)Cl)F)F)CC)=O